rac-(4R,5S)-5-amino-4-(6-bromopyridin-2-yl)-7-ethyl-1-phenyl-1,4,5,7-tetrahydro-6H-pyrazolo[3,4-b]pyridin-6-one N[C@H]1[C@@H](C2=C(N(C1=O)CC)N(N=C2)C2=CC=CC=C2)C2=NC(=CC=C2)Br |r|